ClC(CCCCCCCC(=O)O)CC(CC(CCCCC)Cl)Cl 9,11,13-trichlorooctadecanoic acid